ClC=1C=C(C=CC1N1CCCC1)C1=CC(C(=CN1C1=CC2=C(N=C(O2)N2CCN(CC2)CCOC)C=C1)C(=O)O)=O 6-(3-chloro-4-(pyrrolidin-1-yl)phenyl)-1-(2-(4-(2-methoxyethyl)piperazin-1-yl)benzo[d]oxazol-6-yl)-4-oxo-1,4-dihydropyridine-3-carboxylic acid